ClC1=CC=C(CNP(OCC)(=O)CC=2N=C3N(C=CC(=C3)C3=NOC(=N3)C(F)(F)F)C2)C=C1 ethyl N-(4-chlorobenzyl)-P-((7-(5-(trifluoromethyl)-1,2,4-oxadiazol-3-yl)imidazo[1,2-a]pyridin-2-yl)methyl)phosphonamidate